NC=1C(N(C=CC1)CC1=NC2=C(N1C(=O)OC(C)(C)C)C=CC=C2)=O tert-butyl 2-((3-amino-2-oxopyridin-1(2H)-yl)methyl)-1H-benzo[d]imidazole-1-carboxylate